ClCC(C(=O)NO)(C)C 3-chloro-N-hydroxy-2,2-dimethylpropanamide